CS(=O)(=O)C1=CC=C(C=C1)C=CC p-methanesulfonyl-phenylpropene